2-(methoxymethyl)-4H-pyrrolo[2,3-d]Thiazole-5-carboxylic acid COCC=1SC2=C(N1)NC(=C2)C(=O)O